FC1=C(C=CC(=C1)C(F)(F)F)C1(CC1)C(=O)NC=1C=CC(=C(C(=O)O)C1)C=1C=NN(C1)[C@H]1COCC1 5-[({1-[2-Fluoro-4-(trifluoromethyl)phenyl]cyclopropyl}carbonyl)amino]-2-{1-[(3R)-tetrahydrofuran-3-yl]-1H-pyrazol-4-yl}benzoic acid